C(C=C)ON1C(N2CC3=C(C1C2)SC(=N3)C(=O)NCCN(C(OC(C)(C)C)=O)C(NC(=O)OC(C)(C)C)=N)=O tert-butyl N-[2-[(7-allyloxy-5,8-methano-6-oxo-4,8-dihydrothiazolo[4,5-e][1,3]diazepine-2-carbonyl)amino]ethyl]-N-(N-tert-butoxycarbonylcarbamimidoyl)carbamate